The molecule is an organochlorine compound resulting from the Diels-Alder reaction of hexachlorocyclopentadiene with norbornadiene. A proinsecticide (by epoxidation of the non-chlorinated double bond to give dieldrin), it was widely used as an insecticide before being banned in the 1970s as a persistent organic pollutant. It has a role as a persistent organic pollutant and a proinsecticide. It is an organochlorine insecticide and an organochlorine compound. C1[C@@H]2C=C[C@H]1[C@H]3[C@@H]2[C@]4(C(=C([C@@]3(C4(Cl)Cl)Cl)Cl)Cl)Cl